[Pt].[Fe] iron-platinum